1-(4-(1-(2-fluoro-6-methylphenyl)azetidin-3-yl)-2,6-dimethylbenzyl)piperidine-4-carboxylic acid FC1=C(C(=CC=C1)C)N1CC(C1)C1=CC(=C(CN2CCC(CC2)C(=O)O)C(=C1)C)C